5-bromo-1,3-thiazole-2-sulfonamide BrC1=CN=C(S1)S(=O)(=O)N